N1=CC=C(C=C1)C=CC1=CC=C(C=C1)C12CC3(CC(CC(C1)(C3)C3=CC=C(C=C3)C=CC3=CC=NC=C3)(C2)C2=CC=C(C=C2)C=CC2=CC=NC=C2)C2=CC=C(C=C2)C=CC2=CC=NC=C2 1,3,5,7-tetrakis(4-(2-(pyridin-4-yl)vinyl)phenyl)adamantane